Methylene glycol diglycidyl ether C(C1CO1)OCOCC1CO1